C(=O)O.CC(C)(CC(C)C)N 2,4-dimethylpentane-2-amine formate salt